C1(=CC=C(C=C1)S(=O)(=O)N\N=C\1/CN(CC1)C(=O)OCC1=CC=CC=C1)C benzyl (3Z)-3-(p-tolylsulfonylhydrazono)pyrrolidine-1-carboxylate